1-methyl-1H-pyrazolo[4,3-c]pyridine-4-carboxylic acid CN1N=CC=2C(=NC=CC21)C(=O)O